ClCC1=CC=C(C=C1)C=1N(C=C(N1)C(F)(F)F)C1CC1 2-[4-(chloromethyl)phenyl]-1-cyclopropyl-4-(trifluoromethyl)imidazole